COC(=O)C1=CC=C(C=C1)[C@@H]1C=C(CCN1C(=O)OCC1=CC=CC=C1)C=1N=CSC1 benzyl (S)-6-(4-(methoxycarbonyl) phenyl)-4-(thiazol-4-yl)-3,6-dihydropyridine-1(2H)-carboxylate